CN1N=CC(=C1)C1=CC=C2C(=N1)C(=CS2)C=2C=C1N=CC=NC1=CC2 5-(1-methyl-1H-pyrazol-4-yl)-3-(quinoxalin-6-yl)thieno[3,2-b]pyridine